4-fluoro-2-((4-fluoro-2-methyl-phenyl)amino)-5-(trifluoro-methyl)benzoic acid FC1=CC(=C(C(=O)O)C=C1C(F)(F)F)NC1=C(C=C(C=C1)F)C